NC1=NC2=CC(=CC=C2C=C1Cl)O[C@H]1CC[C@]2([C@@H]1O[C@H](C2O)N2C=C(C1=C2N=CN=C1N)F)O (2R,3aS,6S,6aR)-6-((2-amino-3-chloroquinolin-7-yl)oxy)-2-(4-amino-5-fluoro-7H-pyrrolo[2,3-d]pyrimidin-7-yl)hexahydro-3aH-cyclopenta[b]furan-3,3a-diol